OC1=C(C=CC2=CC=CC=C12)C(=O)NN=C(CC)C 1-hydroxy-N'-(1-methylpropylidene)-2-naphthoylhydrazine